2-[2-cyclopropyl-1-(4-fluoro-3-methyl-phenyl)-5-hydroxy-indol-3-yl]-3-phenyl-propanoic acid C1(CC1)C=1N(C2=CC=C(C=C2C1C(C(=O)O)CC1=CC=CC=C1)O)C1=CC(=C(C=C1)F)C